FC(C(CC=1SC2=C(N1)C=CC(=C2)C2=CC=NC=C2)(C)C)(F)F 4-(2-(3,3,3-trifluoro-2,2-dimethylpropyl)benzo[d]thiazole-6-yl)pyridine